C(C(O)C)(=O)O.C(CCCCCCCCCCCCCCC(C)C)(=O)NN1CCOCC1 isostearamidomorpholine lactate